4-[3-(cyclopropylmethoxy)-6-methylsulfonylpyridin-2-yl]-6-fluoro-2-methylisoquinolin-1-one C1(CC1)COC=1C(=NC(=CC1)S(=O)(=O)C)C1=CN(C(C2=CC=C(C=C12)F)=O)C